CN(CCN(CCOC(=O)OC(CCCCCCCCCCCCCC\C=C/CCCCCCCC(=O)[O-])CCCCCCCCCCCCCC\C=C/CCCCCCCC(=O)[O-])CC)C 7-(((2-((2-(dimethylamino)ethyl)(ethyl)amino)ethoxy)carbonyl)oxy)tridecane-1,13-diyldioleate